NC1=C(C=CC(=C1)NCC1=CC=C(C=C1)C(F)(F)F)NC([C@H]([C@H](CCCC)F)F)=O (2R,3S)-N-(2-Amino-4-((4-(trifluoromethyl)benzyl)amino)phenyl)-2,3-difluoroheptanamid